C1(=CC=CC=C1)N1CCNCC1 4-phenyl-piperazin